CC=1C(=C(C=O)C=CC1)N 3-methyl-o-aminobenzaldehyde